ClC=1C=CC(=C(C1)C=1C=C(C=2OCCNC2N1)NC1=C(C=NC=C1)C(=O)NC1CC1)F 4-{[6-(5-chloro-2-fluorophenyl)-2h,3h,4h-pyrido[3,2-b][1,4]oxazin-8-yl]amino}-N-cyclopropylpyridine-3-carboxamide